FC(C1=NC2=CC=CC=C2C(=C1)N[C@@H]1C[C@@H](CCC1)NC(=O)C1(CCC1)C(=O)OCC)(F)F ethyl 1-{[(1R,3S)-3-{[2-(trifluoromethyl)quinolin-4-yl]amino}cyclohexyl]carbamoyl}cyclobutane-1-carboxylate